2-methylbenzene cyanide [C-]#N.CC1=CC=CC=C1